C(C)(C)(C)C=1C=CC(=C(C1)B(O)O)F (5-(tert-butyl)-2-fluorophenyl)boronic acid